FC=1C=C(C=CC1OC)C(C(=O)O)CC=1N(C=2C(=C3CC[C@@H](N(C3=CC2)C(=O)OC)C)N1)[C@@H]1CC[C@H](CC1)OC 2-(3-fluoro-4-methoxyphenyl)-3-((S)-6-(methoxycarbonyl)-3-((trans)-4-methoxycyclohexyl)-7-methyl-6,7,8,9-tetrahydro-3H-imidazo[4,5-f]quinolin-2-yl)propanoic acid